O=C(CO\N=C\C(C)C1=C2C=NN(C(C2=CC=C1)=O)COCC[Si](C)(C)C)N1CCN(CC1)C1=NC=C(C=C1)C(F)(F)F (E)-2-(1-oxo-2-((2-(trimethylsilyl)ethoxy)methyl)-1,2-dihydrophthalazin-5-yl)propanal O-(2-oxo-2-(4-(5-(trifluoromethyl)pyridin-2-yl)piperazin-1-yl)ethyl) oxime